ClC1=C(C=C2C(=N1)NN=C2)NC2=CC(=C(C=C2)F)Cl 6-chloro-N-(3-chloro-4-fluoro-phenyl)-1H-pyrazolo[3,4-b]pyridin-5-amine